C(C)(C)(C)OC(=O)N1C[C@H]([C@@H](C1)CO)O.C1(=C(OC)C=C(OC)C(OC)=C1)[SH2+] Asaryl-sulfonium tert-butyl-(3S,4S)-3-hydroxy-4-(hydroxymethyl)pyrrolidine-1-carboxylate